6-(6-ethoxyimidazo[1,2-a]pyrazin-3-yl)-N-((3S,4S)-4-fluoropyrrolidin-3-yl)pyridin-2-amine C(C)OC=1N=CC=2N(C1)C(=CN2)C2=CC=CC(=N2)N[C@H]2CNC[C@@H]2F